C1(CC1)CCC(N1C(C=NC=C1)=O)C=1C=CC(=C(C1)NC(OC)=O)F methyl 5-(3-cyclopropyl-1-(2-oxopyrazin-1(2H)-yl) propyl)-2-fluorophenylcarbamate